CC1(C(N2C(CC2S1(=O)=O)=O)C(=O)OC(C1=CC=CC=C1)C1=CC=CC=C1)COC(=O)OC1=CC=C(C=C1)[N+](=O)[O-] benzhydryl 3-methyl-3-((((4-nitrophenoxy)carbonyl)oxy)methyl)-7-oxo-4-thia-1-azabicyclo[3.2.0]heptane-2-carboxylate 4,4-dioxide